5-chloro-2-(2-chlorooxazolo[4,5-b]pyridin-5-yl)-3-methylphenol ClC=1C=C(C(=C(C1)O)C1=CC=C2C(=N1)N=C(O2)Cl)C